BrC1=C(N(N=C1)C)C=1C=C(C=CC1OCC)NC(=O)NC1=CC=C(C=C1)F 1-[3-(4-Bromo-2-methyl-2H-pyrazol-3-yl)-4-ethoxy-phenyl]-3-(4-fluoro-phenyl)-urea